N-(2-(5,7-difluoro-2-(4-fluorophenyl)-1H-indol-3-yl)ethyl)-2-(2,5-dioxoimidazolidin-4-yl)ethanesulfonamide FC=1C=C2C(=C(NC2=C(C1)F)C1=CC=C(C=C1)F)CCNS(=O)(=O)CCC1NC(NC1=O)=O